1-((5-(Aminomethyl)thiophen-2-yl)sulfonyl)-N,N-dimethyl-5-phenylpiperidine-3-carboxamide 2,2,2-trifluoroacetate FC(C(=O)O)(F)F.NCC1=CC=C(S1)S(=O)(=O)N1CC(CC(C1)C1=CC=CC=C1)C(=O)N(C)C